BrC=1C=C(C(=NC1)Cl)NN 5-bromo-2-chloro-3-hydrazineylpyridine